phenylheptynediol C1(=CC=CC=C1)C(C#CCCCC)(O)O